C1=C(C=CC2=NC3=CC=CC=C3C=C12)C(=O)NCC(=O)N1CC2(OCCO2)C[C@H]1C(=O)O (S)-7-((acridine-2-carbonyl)glycyl)-1,4-dioxa-7-azaspiro[4.4]nonane-8-carboxylic acid